The molecule is a heptadecenoic acid in which the double bond is located at the 8-9 position and has Z configuration. It is a heptadecenoic acid and a straight-chain fatty acid. CCCCCCCC/C=C\\CCCCCCC(=O)O